5-[(2-cyanophenyl)methyl]-7-hexyl-5H,6H,7H,8H,9H,10H-cyclohepta[b]indole-4-carboxylic acid C(#N)C1=C(C=CC=C1)CN1C2=C(C3=CC=CC(=C13)C(=O)O)CCCC(C2)CCCCCC